O=C(C(C1=CC=CC=C1)N1C(CCC1=O)=O)N1CCN(CC1)C1=CC(=CC=C1)C(F)F 1-(2-oxo-1-phenyl-2-(4-(3-(difluoromethyl)phenyl)piperazin-1-yl)ethyl)pyrrolidine-2,5-dione